4-((4-aminophenyl)thio)-N-(tetrahydro-2H-pyran-4-yl)-5-(trifluoromethyl)pyrimidin-2-amine NC1=CC=C(C=C1)SC1=NC(=NC=C1C(F)(F)F)NC1CCOCC1